hexanoic acid hydrochloride Cl.C(CCCCC)(=O)O